tert-butyl 4-((4-oxo-2-thioxo-2,3,4,5-tetrahydro-1H-pyrrolo[3,2-d]pyrimidin-1-yl)methyl)isoindoline-2-carboxylate O=C1C2=C(N(C(N1)=S)CC1=C3CN(CC3=CC=C1)C(=O)OC(C)(C)C)C=CN2